N,N',N'',N'''-tetraacryloyltriethylenetetramine C=CC(=O)NCCN(CCN(CCNC(=O)C=C)C(=O)C=C)C(=O)C=C